N[C@@H]1CN(C[C@H]1F)C1=NC(=CC(=N1)N1CCN(CC1)C[C@H]1CN(C[C@H](O1)C)C1=C2C=CC=NC2=C(C=C1)C#N)C 5-[(2S,6R)-2-[[4-[2-[(3R,4R)-3-amino-4-fluoro-pyrrolidin-1-yl]-6-methyl-pyrimidin-4-yl]piperazin-1-yl]methyl]-6-methyl-morpholin-4-yl]quinoline-8-carbonitrile